(1R,2S,3R,5R)-3-(4-amino-5-bromo-2-chloro-7H-pyrrolo[2,3-d]pyrimidin-7-yl)-5-(piperidin-4-yl)cyclopentane-1,2-diol NC=1C2=C(N=C(N1)Cl)N(C=C2Br)[C@H]2[C@@H]([C@@H]([C@H](C2)C2CCNCC2)O)O